(20Z,23Z)-1-bromo-10-((3R)-3-((3R,10S,13R)-3-methoxy-10,13-dimethylhexadecahydro-1H-cyclopenta[a]phenanthren-17-yl)butyl)-8,8-dimethyl-7,9,11-trioxa-8-silanonacosa-20,23-diene BrCCCCCCO[Si](OC(OCCCCCCCC\C=C/C\C=C/CCCCC)CC[C@@H](C)C1CCC2C3CCC4C[C@@H](CC[C@@]4(C3CC[C@]12C)C)OC)(C)C